ClC=1C=C(C=NC1N1N=CC=N1)NC(=O)C=1C=NN(C1C(F)(F)F)C1=C(C=C(C=C1)C#N)C N-(5-chloro-6-(2H-1,2,3-triazol-2-yl)pyridin-3-yl)-1-(4-cyano-2-methylphenyl)-5-(trifluoromethyl)-1H-pyrazole-4-carboxamide